C(C)(C)(C)NC/C=C/C(=O)NC1=C(C=C(C=C1F)C(=O)C1=CC=C2C(=CC=CN12)C1=C(C2=C(N(C(=N2)[C@@H](C)O)C)C=C1C)Cl)F (R,E)-4-(tert-butylamino)-N-(4-(8-(4-chloro-2-(1-hydroxyethyl)-1,6-dimethyl-1H-benzo[d]imidazol-5-yl)indolizine-3-carbonyl)-2,6-difluorophenyl)but-2-enamide